5-(Azetidin-2-ylmethoxy)-2-methyl-N-(1-(7-morpholinoquinolin-5-yl)cyclopropyl)benzamide N1C(CC1)COC=1C=CC(=C(C(=O)NC2(CC2)C2=C3C=CC=NC3=CC(=C2)N2CCOCC2)C1)C